(2S,5R)-2-(1-(3,5-Difluorophenyl)-3-(6-fluoropyridin-3-yl)-1H-pyrazol-4-yl)-5-methyl-3-(2-(2-oxoindoline-5-yl)ethyl)oxazolidin-4-one FC=1C=C(C=C(C1)F)N1N=C(C(=C1)[C@@H]1O[C@@H](C(N1CCC=1C=C2CC(NC2=CC1)=O)=O)C)C=1C=NC(=CC1)F